C(C)(C)(C)OC(=O)NC1=CC(=C(C(=O)OC)C=C1F)O[C@H](C(F)(F)F)C (S)-methyl 4-((tert-butoxycarbonyl)amino)-5-fluoro-2-((1,1,1-trifluoropropan-2-yl)oxy)benzoate